OCCN1CCN(CC1)C1=CC(=NC=2N1N=C(C2C2=CC=CC=C2)C)C=2C=C(C=CC2)CCCCCCCCCNCC2=CC=C(COC1=C3CN(C(C3=CC=C1)=O)C1C(NC(CC1)=O)=O)C=C2 3-(4-((4-(((9-(3-(7-(4-(2-Hydroxyethyl)piperazin-1-yl)-2-methyl-3-phenyl-pyrazolo[1,5-a]pyrimidin-5-yl)phenyl)nonyl)amino)methyl)benzyl)oxy)-1-oxoisoindolin-2-yl)-piperidine-2,6-dione